SCCC(=O)OCCN1C(N(C(N(C1=O)CCOC(CCS)=O)=O)CCOC(CCS)=O)=O 2-{2,4,6-trioxo-3,5-bis[2-(3-sulfanylpropanoyloxy)ethyl]-1,3,5-triazinan-1-yl}ethyl 3-sulfanylpropionate